(2R,4R)-1-(tert-butoxycarbonyl)-4-ethoxypyrrolidine-2-carboxylic acid C(C)(C)(C)OC(=O)N1[C@H](C[C@H](C1)OCC)C(=O)O